4-[5-(p-tolyl)-1H-pyrazol-3-yl]piperidine C1(=CC=C(C=C1)C1=CC(=NN1)C1CCNCC1)C